N[S@](=NC(CC1=C2CCCC2=C2CCCC2=C1)=O)(=O)C1=CN=C(S1)C(C)(C)O (R)-N-(amino(2-(2-hydroxypropan-2-yl)thiazol-5-yl)(oxo)-λ6-sulfaneylidene)-2-(1,2,3,6,7,8-hexahydro-as-indacen-4-yl)acetamide